4-(6-chloro-8-fluoro-2-(((R)-2-methylpyrrolidin-2-yl)methoxy)-4-(piperazin-1-yl)quinazolin-7-yl)benzo[d]thiazol-2-amine ClC=1C=C2C(=NC(=NC2=C(C1C1=CC=CC2=C1N=C(S2)N)F)OC[C@@]2(NCCC2)C)N2CCNCC2